C(C)C(CN(C1=CC=C(C=C1)OCC)CC(CCCC)CC)CCCC N,N-bis(2-ethylhexyl)-p-ethoxyaniline